N-[3-(7-{[(3S,4R)-3-fluoro-1-methylpiperidin-4-yl]amino}-3-(2,2,2-trifluoroethyl)pyrazolo[1,5-a]pyridin-2-yl)prop-2-yn-1-yl]-3,4-dihydro-1H-pyrrolo[2,1-c][1,4]oxazine-7-carboxamide F[C@H]1CN(CC[C@H]1NC1=CC=CC=2N1N=C(C2CC(F)(F)F)C#CCNC(=O)C=2C=C1COCCN1C2)C